C(C)(C)(C)OC(=O)N1[C@@H](CN([C@H](C1)COC)C=1C=2N(N(C(C1)=O)C)C=C(N2)CC#N)CC (2r,5r)-4-(2-(cyanomethyl)-5-methyl-6-oxo-5,6-dihydroimidazo[1,2-b]pyridazin-8-yl)-2-ethyl-5-(methoxymethyl)piperazine-1-carboxylic acid tert-butyl ester